7,8-dichloro-6-(2,6-difluorophenyl)-2,4-dihydro-[1,2,4]triazolo[4,3-a][1,4]benzodiazepin-1-one ClC1=C(C=CC2=C1C(=NCC=1N2C(NN1)=O)C1=C(C=CC=C1F)F)Cl